5-(piperidin-3-yl)-2-(pyridin-3-yl)-2,4-dihydro-3H-1,2,4-triazol-3-one N1CC(CCC1)C=1NC(N(N1)C=1C=NC=CC1)=O